NCCC(C1=CC=C(C=C1)C(F)(F)F)N1C[C@@H](N(C[C@H]1CC)C=1C2=C(N(CN1)C)C=CC(=N2)Cl)CC 4-((2S,5R)-4-(3-amino-1-(4-(trifluoromethyl)phenyl)propyl)-2,5-diethylpiperazin-1-yl)-6-chloro-1-methylpyrido[3,2-d]pyrimidin